(S)-N-(3-methyl-1-oxo-1-(thiazol-2-ylamino)butan-2-yl)-2-oxo-2H-chromene-3-carboxamide CC([C@@H](C(NC=1SC=CN1)=O)NC(=O)C=1C(OC2=CC=CC=C2C1)=O)C